2-acetamido-3,4,6-tri-O-acetyl-2-deoxy-β-D-glucopyranosyl azide CC(=O)N[C@@H]1[C@H]([C@@H]([C@H](O[C@H]1N=[N+]=[N-])COC(=O)C)OC(=O)C)OC(=O)C